(3S)-3-amino-1'-[7-(1,5-dimethylpyrazol-4-yl)-6-methyl-pyrazolo[1,5-a]pyrazin-4-yl]spiro[indane-2,4'-piperidine]-5-carbonitrile N[C@@H]1C2=CC(=CC=C2CC12CCN(CC2)C=2C=1N(C(=C(N2)C)C=2C=NN(C2C)C)N=CC1)C#N